NC1=NC=CC=C1C1=NC=2C(=NC(=CC2)N2CCOCC2)N1C1=CC=C(CN2CCC(CC2)NC2=NC=CC(=N2)C#N)C=C1 2-((1-(4-(2-(2-aminopyridin-3-yl)-5-morpholino-3H-imidazo[4,5-b]pyridin-3-yl)benzyl)piperidin-4-yl)amino)pyrimidine-4-carbonitrile